difluoro-monochloromethane FC(Cl)F